4-(1,1-dioxo-1λ6-thiomorpholin-4-yl)-N-[(1s,4s)-4-{[2,6-bis(trifluoromethyl)pyridin-4-yl]amino}cyclohexyl]benzamide O=S1(CCN(CC1)C1=CC=C(C(=O)NC2CCC(CC2)NC2=CC(=NC(=C2)C(F)(F)F)C(F)(F)F)C=C1)=O